(2S,4R)-4-hydroxy-1-[(2S)-2-(10-hydroxydecanoylamino)-3,3-dimethyl-butanoyl]-N-[(1S)-1-[4-(4-methylthiazol-5-yl)phenyl]ethyl]pyrrolidine-2-carboxamide O[C@@H]1C[C@H](N(C1)C([C@H](C(C)(C)C)NC(CCCCCCCCCO)=O)=O)C(=O)N[C@@H](C)C1=CC=C(C=C1)C1=C(N=CS1)C